5-{2-amino-[1,2,4]triazolo-[1,5-a]pyridin-7-yl}-N-{[2-(cyclopentylmethoxy)-3,5-difluorophenyl]methyl}-2-methoxy-6-methylpyridine-3-carboxamide NC1=NN2C(C=C(C=C2)C=2C=C(C(=NC2C)OC)C(=O)NCC2=C(C(=CC(=C2)F)F)OCC2CCCC2)=N1